ClC=1C=C(C=CC1Cl)C(=O)N1CC=2C(=NN3C2C=2C(CC(C3)=C)=CNN2)CC1 (3,4-Dichlorophenyl)(5-methylidene-2,5,6,9,10,12-hexahydropyrazolo[3,4-c]pyrido[4',3':3,4]pyrazolo[1,5-a]azepin-11(4H)-yl)methanone